2-(3,5-dimethoxyphenyl)-4-[[4-(4-methoxyphenyl)-1-piperazinyl]carbonyl]-1(2H)-phthalazinone COC=1C=C(C=C(C1)OC)N1C(C2=CC=CC=C2C(=N1)C(=O)N1CCN(CC1)C1=CC=C(C=C1)OC)=O